CN(C(C(C)C)=O)CC(=O)N(C=1C=C2C(=NC1)N=C(N2)C2=NNC=1C[C@@]3([C@H](CC21)C3)C)C N-Methyl-N-(2-(methyl(2-((4aS,5aR)-5a-methyl-1,4,4a,5,5a,6-hexahydrocyclopropa[f]indazol-3-yl)-1H-imidazo[4,5-b]pyridin-6-yl)amino)-2-oxoethyl)isobutyramide